ClC1=C(C(=NN1C)C(F)(F)F)C=CC 5-chloro-1-methyl-4-(prop-1-en-1-yl)-3-(trifluoromethyl)-1H-pyrazole